4-methylpyrimidino[4,5-c]pyridazin-5(6H)-one CC=1C2=C(N=NC1)N=CNC2=O